C1(CCCCC1)N(CCO)CC1=CC=C(C=C1)[C@H]1COC2=C(O1)C=CC=C2 2-(cyclohexyl-{4-[(2S)-2,3-dihydro-1,4-benzodioxin-2-yl]benzyl}amino)ethanol